beta-D-fructopyranose trifluoromethanesulfonate FC(S(=O)(=O)O)(F)F.OC[C@]1(O)[C@@H](O)[C@H](O)[C@H](O)CO1